tert-butyl 3,3-difluoro-4-(5-((2-fluorobenzyl)oxy)-2-methylbenzofuran-3-carboxamido)-piperidine-1-carboxylate FC1(CN(CCC1NC(=O)C1=C(OC2=C1C=C(C=C2)OCC2=C(C=CC=C2)F)C)C(=O)OC(C)(C)C)F